ClC=1C=CC(=C(C1)C1=CC(=C(N=N1)SCC[Si](C)(C)C)NC1=CC(=NC=C1)NC(CCN1CCN(CC1)C)=O)F N-(4-{[6-(5-chloro-2-fluorophenyl)-3-{[2-(trimethylsilyl)ethyl]sulfanyl}pyridazin-4-yl]amino}pyridin-2-yl)-3-(4-methylpiperazin-1-yl)propanamide